2,7-dibromophenothiazine BrC1=CC=2NC3=CC=C(C=C3SC2C=C1)Br